ClC1=CC=C(C=C1)N1N=C2C(=N1)C=C(C(=C2)NC(=S)NC(C2=CC=CC=C2)=O)C N-[[2-(4-chlorophenyl)-6-methyl-benzotriazol-5-yl]aminothioformyl]benzamide